C(#N)C=1C=2N(C=C(C1)C=1C=C3CCN(C(C3=C(C1)OC)=O)C1CN(CC1)C(=O)OC(C)(C)C)C=C(N2)C tert-butyl 3-(6-{8-cyano-2-methylimidazo[1,2-a]pyridin-6-yl}-8-methoxy-1-oxo-3,4-dihydroisoquinolin-2-yl)pyrrolidine-1-carboxylate